O1C(N(CC12CCCCC2)C)=O 1-(1-oxa-3-azaspiro[4.5]decan-2-on-yl)-methane